C(C)OC=1C=C(C=NC1)C1=CC=2N(C=C1)C(=CN2)C2=CC(=C(C(=O)NCC(F)(F)F)C(=C2)OC)OC 4-[7-(5-ethoxy-3-pyridyl)imidazo[1,2-a]pyridin-3-yl]-2,6-dimethoxy-N-(2,2,2-trifluoroethyl)benzamide